C1(=CC=CC=C1)OC(=O)N1C(C=CC=C1)(C)OC methoxy-2-methylpyridine-1(2H)-carboxylic acid phenyl ester